C(CCCN)CCN The molecule is a C6 alkane-alpha,omega-diamine. It has a role as a human xenobiotic metabolite. It derives from a hydride of a hexane.